8-(2-hydroxyethylamino)octanoic acid nonyl ester C(CCCCCCCC)OC(CCCCCCCNCCO)=O